N-[2-({4-[3-(3-ethylphenyl)-1H-pyrrolo[3,2-b]pyridin-2-yl]pyridin-3-yl}oxy)ethyl]-N-methylethenesulfonamide C(C)C=1C=C(C=CC1)C1=C(NC=2C1=NC=CC2)C2=C(C=NC=C2)OCCN(S(=O)(=O)C=C)C